(E)-4-p-chlorophenyl-phenylphosphono-4-fluoro-1,3-diphenyl-3-buten-1-one ClC1=CC=C(C=C1)C1=CC=C(C=C1)OP(=O)(O)C(C(=O)C1=CC=CC=C1)\C(=C\F)\C1=CC=CC=C1